C[C@@H]1CN(CCC1)CC1=C2C(=NC(=C1)C(=O)OC)C=CN2COCC[Si](C)(C)C methyl (S)-7-((3-methylpiperidin-1-yl)methyl)-1-((2-(trimethylsilyl)ethoxy)methyl)-1H-pyrrolo[3,2-b]pyridine-5-carboxylate